NC1(CCN(CC1)C(=O)OCCCC)COC[Sn](CCCC)(CCCC)CCCC butyl 4-amino-4-(((tributylstannyl)-methoxy)methyl)piperidine-1-carboxylate